7-Cyclopentyl-2-{5-[4-(2-hydroxyethyl)-piperazin-1-ylmethyl]-pyridin-2-ylamino}-7H-pyrrolo[2,3-d]pyrimidine-6-carboxylic acid dimethylamide CN(C(=O)C1=CC2=C(N=C(N=C2)NC2=NC=C(C=C2)CN2CCN(CC2)CCO)N1C1CCCC1)C